Cl.N[C@H](C(=O)N)CC1=C(C=C(C=C1)OCC1=CC=CC=C1)F (2S)-2-amino-3-(4-benzyloxy-2-fluoro-phenyl)propanamide hydrochloride